FC1=C(C=CC(=C1)C1=NN(C2=NC=NC(=C21)N)CC2CCNCC2)C2=CC=CC=C2 3-(2-fluorobiphenyl-4-yl)-1-(piperidin-4-ylmethyl)-1H-pyrazolo[3,4-d]pyrimidin-4-amine